ClC1=CC(=C(C=C1)NC1=CC2=C(C=N1)N(C(N2CCC2CCOCC2)=O)C)C 6-((4-chloro-2-methylphenyl)amino)-3-methyl-1-(2-(tetrahydro-2H-pyran-4-yl)ethyl)-1,3-dihydro-2H-imidazo[4,5-c]pyridin-2-one